CC=1C=2N(C=C(N1)C)N=C(C2)C=2N=C1N(C(C2)=O)C=C(C=C1)N1CCN(CCC1)C 2-(4,6-dimethylpyrazolo[1,5-a]pyrazin-2-yl)-7-(4-methyl-1,4-diazepan-1-yl)-4H-pyrido[1,2-a]pyrimidin-4-one